COC1=NC=2N(C=C1NC(=O)N1CCC=3C1=NC=CC3N3C[C@H](N([C@H](C3)C)C(=O)OC(C)(C)C)C)C=C(N2)C tert-butyl (2R,6S)-4-(1-((7-methoxy-2-methylimidazo[1,2-a]pyrimidin-6-yl)carbamoyl)-2,3-dihydro-1H-pyrrolo[2,3-b]pyridin-4-yl)-2,6-dimethylpiperazine-1-carboxylate